ClC1=C(C=CC=C1)N1N=CC(=C1)C=1C=C2C(=CNC2=CC1)NC(C(=O)NC)=O N1-(5-(1-(2-chlorophenyl)-1H-pyrazol-4-yl)-1H-indol-3-yl)-N2-methyloxalamide